tert-butyl ((3R)-1-(4-(2,6-dioxopiperidin-3-yl)-3,5-difluorophenyl)-2-oxopyrrolidin-3-yl)carbamate O=C1NC(CCC1C1=C(C=C(C=C1F)N1C([C@@H](CC1)NC(OC(C)(C)C)=O)=O)F)=O